(R)-(1-(4-(6-((4-cyano-2-fluorobenzyl)oxy)pyridin-2-yl)piperazin-1-yl)ethyl)-3-(((S)-oxetan-2-yl)methyl)-3H-imidazo[4,5-b]pyridine-5-carboxylic acid C(#N)C1=CC(=C(COC2=CC=CC(=N2)N2CCN(CC2)[C@H](C)C2=NC=3C(=NC(=CC3)C(=O)O)N2C[C@H]2OCC2)C=C1)F